C(=O)(OC(C)(C)C)C(CCC1=CC=C(N)C=C1)N 4-(3-Boc-aminopropyl)aniline